2-(2-methylpentyl)malonic acid potassium salt [K+].CC(CC(C(=O)[O-])C(=O)[O-])CCC.[K+]